C(C)(C)(C)C1=NC=CC(=C1OCC(=O)O)F 2-[(2-tert-butyl-4-fluoropyridin-3-yl)oxy]acetic acid